5-(4-(Hexyloxy)-1,2,5-thiadiazol-3-yl)-1-methyl-1-(1-(palmitoyloxy)-2-phenylethyl)-1,2,3,6-tetrahydropyridin-1-ium iodide [I-].C(CCCCC)OC=1C(=NSN1)C1=CCC[N+](C1)(C(CC1=CC=CC=C1)OC(CCCCCCCCCCCCCCC)=O)C